FC(C1=NN=C(S1)C1=NN=C2N1C=C(C=C2N2CCC(CC2)(C(F)(F)F)O)S(=O)(=O)NC2(CC2)CF)F 3-(5-(difluoromethyl)-1,3,4-thiadiazol-2-yl)-N-(1-(fluoromethyl)cyclopropyl)-8-(4-hydroxy-4-(trifluoromethyl)piperidin-1-yl)-[1,2,4]triazolo[4,3-a]pyridine-6-sulfonamide